(2'-amino-2-biphenylyl)palladium NC1=C(C=CC=C1)C1=C(C=CC=C1)[Pd]